C(C)(C)C1=NN(C(C=2N1C=C(C2)CCC(F)(F)F)=O)CC(=O)NC2=NC=NC=C2 2-[4-isopropyl-1-oxo-7-(3,3,3-trifluoropropyl)pyrrolo[1,2-d][1,2,4]triazin-2-yl]-N-pyrimidin-4-yl-acetamide